FC(CNC1(CCC1)C=1C=CC=2N(C1)N=CC2)F N-(2,2-difluoroethyl)-1-pyrazolo[1,5-a]pyridin-6-yl-cyclobutanamine